(R)-N-(1-cyanocyclopropyl)-9-(5-(difluoromethyl)-1,3,4-thiadiazol-2-yl)-4-(4-isobutyryl-3-methylpiperazin-1-yl)-9H-pyrimido[4,5-b]indole-7-sulfonamide C(#N)C1(CC1)NS(=O)(=O)C1=CC=C2C3=C(N(C2=C1)C=1SC(=NN1)C(F)F)N=CN=C3N3C[C@H](N(CC3)C(C(C)C)=O)C